3-(2-chloro-4-trifluoromethylphenoxy)benzoic acid ClC1=C(OC=2C=C(C(=O)O)C=CC2)C=CC(=C1)C(F)(F)F